6-(7-methyl-5H-pyrrolo[2,3-b]pyrazin-2-yl)-8-((R)-morpholin-3-yl)-3,4-dihydroisoquinoline CC1=CNC2=NC=C(N=C21)C=2C=C1CCN=CC1=C(C2)[C@H]2NCCOC2